Tert-butyl (3-exo)-3-[3-(5-methyl-1,3-thiazol-2-yl)-5-({(1R)-1-[2-(trifluoromethyl)pyrimidin-5-yl]ethyl}carbamoyl) phenoxy]-8-azabicyclo[3.2.1]octane-8-carboxylate CC1=CN=C(S1)C=1C=C(OC2CC3CCC(C2)N3C(=O)OC(C)(C)C)C=C(C1)C(N[C@H](C)C=1C=NC(=NC1)C(F)(F)F)=O